1-(4-cyclobutyl-5-(4-fluorophenyl)-1-methyl-1H-pyrazol-3-yl)-3-(2-methoxyethyl)urea C1(CCC1)C=1C(=NN(C1C1=CC=C(C=C1)F)C)NC(=O)NCCOC